1-(1-methyl-2-phenylethyl)hydrazine CC(CC1=CC=CC=C1)NN